1,5-Bis(2-mercaptoethylthiomethyl)-1,4-dithian SCCSCS1CCSC(C1)CSCCS